N-methyl-3-(7-methylimidazo[1,2-a]pyridin-3-yl)-4-[4-(trifluoromethyl)phenoxy]benzene-1-sulfonamide CNS(=O)(=O)C1=CC(=C(C=C1)OC1=CC=C(C=C1)C(F)(F)F)C1=CN=C2N1C=CC(=C2)C